phosphorous acid, 2-(1,1-dimethylethyl)-4-[1-[3-(1,1-dimethylethyl)-4-hydroxyphenyl]-1-methylethyl]phenyl bis(4-nonylphenyl) ester P(OC1=C(C=C(C=C1)C(C)(C)C1=CC(=C(C=C1)O)C(C)(C)C)C(C)(C)C)(OC1=CC=C(C=C1)CCCCCCCCC)OC1=CC=C(C=C1)CCCCCCCCC